(E)-4-(2-(6-methyl-5,6,7,8-tetrahydroimidazo[1,5-a]pyridin-1-yl)vinyl)thiazol CC1CCC=2N(C1)C=NC2/C=C/C=2N=CSC2